N[C@@H](CN(C(C1=CC(=C(C=C1)OC)OCCCOC)=O)C(C)C)[C@H](C[C@H](C(=O)NCCCC)C)O N-((2S,3S,5R)-2-amino-6-(butylamino)-3-hydroxy-5-methyl-6-oxohexyl)-N-isopropyl-4-methoxy-3-(3-methoxypropoxy)benzamide